C(C)C1=C(C(=CC=C1)C)NC(=O)OC(C(=O)O)CN1N=CC=C1 2-{[(2-ethyl-6-methylphenyl)carbamoyl]Oxy}-3-(1H-pyrazol-1-yl)propionic acid